2,6-bis(2,4-dihydroxybenzyl)-4-benzyl-chlorophenol OC1=C(CC2=C(C(=CC(=C2Cl)CC2=CC=CC=C2)CC2=C(C=C(C=C2)O)O)O)C=CC(=C1)O